COC=1C=CC2=C(N(C(=N2)C)C2=CC=C(C=N2)C=O)C1 6-(6-methoxy-2-methyl-1H-1,3-benzodiazol-1-yl)pyridine-3-carbaldehyde